Cl.NC=1C(=NC(=CC1)OC)N(CCCC1=C(C=CC(=C1F)F)NC1=C(C(=O)O)C=C(C(=C1)C(F)(F)F)F)C(=O)OC(C)(C)C 2-((2-(3-((3-amino-6-methoxypyridin-2-yl)(tert-butoxycarbonyl)-amino)propyl)-3,4-difluorophenyl)amino)-5-fluoro-4-(trifluoromethyl)benzoic acid, hydrochloride